(S)-tert-butyl (4-(8-amino-3-(tetrahydrofuran-3-yl)imidazo[1,5-a]pyrazin-1-yl)-2-methoxyphenyl)carbamate NC=1C=2N(C=CN1)C(=NC2C2=CC(=C(C=C2)NC(OC(C)(C)C)=O)OC)[C@H]2COCC2